O=C1NC(CCC1N1C(C2=CC=C(C=C2C1=O)N1CC2(CN(C2)CC2CCN(CC2)C2=NC=C(C=N2)N2C=NC3=CC=CC=C3C2=O)C1)=O)=O 3-{2-[4-({6-[2-(2,6-dioxopiperidin-3-yl)-1,3-dioxo-2,3-dihydro-1H-isoindol-5-yl]-2,6-diazaspiro[3.3]heptan-2-yl}methyl)piperidin-1-yl]pyrimidin-5-yl}-4-oxo-3,4-dihydroquinazolin